6-[(1H-indol-6-yl)amino]-4-[4-(trifluoromethyl)piperidin-1-yl]pyridine-2-carbonitrile N1C=CC2=CC=C(C=C12)NC1=CC(=CC(=N1)C#N)N1CCC(CC1)C(F)(F)F